O1OPCCC1 perhydrodioxaphosphorinane